N,N-bis(2-ethylhexyl)-1H-benzotriazole-1-methanamine C(C)C(CN(CN1N=NC2=C1C=CC=C2)CC(CCCC)CC)CCCC